BrC=1C=C2C(=NC=NC2=CC1)C1=CC(=C(C=C1)N1CCN(CC1)CC)F 6-bromo-4-(4-(4-ethyl-piperazin-1-yl)-3-fluorophenyl)quinazoline